CN1N=C(C=C1C(=O)OCC)C ethyl 1,3-dimethyl-1H-pyrazole-5-carboxylate